2,4-dimercaptophenol SC1=C(C=CC(=C1)S)O